N(N)C1=CC=C(C=C1)C=1CCC(NN1)=O 6-(4-hydrazinophenyl)-4,5-dihydropyridazin-3(2H)-one